4-(2-(bis(4-chlorobenzyl)amino)ethyl)-1H-1,2,3-triazole-5-carboxylic acid 2,2,2-trifluoroacetate FC(C(=O)O)(F)F.ClC1=CC=C(CN(CCC=2N=NNC2C(=O)O)CC2=CC=C(C=C2)Cl)C=C1